N(P(F)F)[P] iminodiphosphorus fluoride